Br.C(CC1=CC=CC=C1)N phenethylamine hydrogen bromide salt